ClC=1C=C(C=C2C=CC(=NC12)NC1=CC2=C(OC(O2)(F)F)C=C1)C=1CCOCC1 8-chloro-N-(2,2-difluorobenzo[d][1,3]dioxolan-5-yl)-6-(3,6-dihydro-2H-pyran-4-yl)quinolin-2-amine